FC=1C=C(C=C(C1)F)C=1C=C2C(=NNC2=CC1)NC(C1=C(C=C(C=C1)N1CC2C(C1)CC(C2)N(C)C)NC2CCOCC2)=O N-(5-(3,5-difluorophenyl)-1H-indazol-3-yl)-4-(5-(dimethylamino)hexahydrocyclopenta[c]pyrrol-2(1H)-yl)-2-((tetrahydro-2H-pyran-4-yl)amino)benzamide